1-(2,3,5-Trifluorophenyl)-2-propanone FC1=C(C=C(C=C1F)F)CC(C)=O